5-(difluoromethoxy)-1H-pyrazole-1-carboxylate FC(OC1=CC=NN1C(=O)[O-])F